ClC1=C(C=CC=C1)CC(=O)NC1=CC(=C2C=NN(C2=C1)C1=CC=C(C=C1)Cl)S(N)(=O)=O 2-(2-chlorophenyl)-N-(1-(4-chlorophenyl)-4-sulfamoyl-1H-indazol-6-yl)acetamide